2,4,6-triphenylpyranium chloride [Cl-].C1(=CC=CC=C1)C1=[O+]C(=CC(=C1)C1=CC=CC=C1)C1=CC=CC=C1